2-(7-chloroquinolin-6-yl)acetonitrile ClC1=C(C=C2C=CC=NC2=C1)CC#N